N'-hydroxyisobutyramidine ON=C(C(C)C)N